1-chloro-3-ethylamino-5-isopropylamino-2,4,6-triazine ClC1=NC(=NC(=N1)NC(C)C)NCC